bis(4-iodophenyl)amine IC1=CC=C(C=C1)NC1=CC=C(C=C1)I